3-(5-(((1R,2S)-2-(diethylamino)cyclopentyl)oxy)-6-fluoro-1-oxoisoindolin-2-yl)piperidine-2,6-dione C(C)N([C@@H]1[C@@H](CCC1)OC=1C=C2CN(C(C2=CC1F)=O)C1C(NC(CC1)=O)=O)CC